Dibenzyl 2,3-bis(benzyloxy)terephthalate C(C1=CC=CC=C1)OC1=C(C(=O)OCC2=CC=CC=C2)C=CC(=C1OCC1=CC=CC=C1)C(=O)OCC1=CC=CC=C1